2-[4-(2-methylpyrazol-3-yl)piperazin-1-yl]Thiazole-5-carboxamide trans-tertbutyl-4-acetyl-3-(2-bromo-6-chloropyridin-4-yl)-5-(methoxymethyl)piperazine-1-carboxylate C(C)(C)(C)OC(=O)N1C[C@H](N([C@@H](C1)COC)C(C)=O)C1=CC(=NC(=C1)Cl)Br.CN1N=CC=C1N1CCN(CC1)C=1SC(=CN1)C(=O)N